tert-butyl (R)-7-hydroxy-6-methoxy-1-methyl-1-(2-oxo-2-(thiazol-2-ylamino)ethyl)-3,4-dihydroisoquinoline-2(1H)-carboxylate OC1=C(C=C2CCN([C@@](C2=C1)(CC(NC=1SC=CN1)=O)C)C(=O)OC(C)(C)C)OC